1,2-difluoro-4-methylBenzene FC1=C(C=C(C=C1)C)F